1,2,4-triazolo[1,5-b]pyridazine N=1C=NN2N=CC=CC21